C(C)(=O)C=1C=C(C=C2C(N(C(=NC12)N1CC2CN(CC2C1)C)C)=O)C 8-Acetyl-3,6-dimethyl-2-(5-methylhexahydropyrrolo[3,4-c]pyrrol-2(1H)-yl)quinazolin-4(3H)-one